OC(CC(CC(CC(CC(CCCC(OCCCCCCCC)OC(CCCC(CC(CC(CC(CC(C)O)C)C)C)C)OCCCCCCCC)C)C)C)C)C 12-hydroxy-4,6,8,10-tetramethyltridecyloctoxymethyl ether